C1(CC1)C=1C(=NC(=NC1)NC=1C(=NN(C1)C1CC2CCC(C1)N2C)C)NCCCN2C(N(CCC2)C)=O 1-(3-((5-Cyclopropyl-2-((3-methyl-1-(8-methyl-8-azabicyclo[3.2.1]octan-3-yl)-1H-pyrazol-4-yl)amino)pyrimidin-4-yl)amino)propyl)-3-methyltetrahydropyrimidin-2(1H)-on